(2-fluoro-5-(methoxycarbonyl)phenyl)boronic acid FC1=C(C=C(C=C1)C(=O)OC)B(O)O